Methyl {4-chloro-3-[(2,6-dimethyl-4-{2-[(2S)-oxan-2-yl]ethoxy}benzene-1-carbothioyl)amino]phenyl}acetate ClC1=C(C=C(C=C1)CC(=O)OC)NC(=S)C1=C(C=C(C=C1C)OCC[C@H]1OCCCC1)C